(R,Z)-3-(1-(difluoromethyl)cyclopropyl)-N-(1-(2-methyl-3-(trifluoromethyl)phenyl)ethyl)-8,9-dihydropyrido[4,3-e]pyrrolo[1,2-a]pyrimidin-5(7H)-imine FC(C1(CC1)C1=CC=2/C(/N=C3N(C2C=N1)CCC3)=N/[C@H](C)C3=C(C(=CC=C3)C(F)(F)F)C)F